methyl 4-bromo-6-fluoro-2-formyl-3-hydroxybenzoate BrC1=C(C(=C(C(=O)OC)C(=C1)F)C=O)O